C(C)P([O-])([O-])=O.[Na+].[Na+] Disodium Ethylphosphonate